O=C1NC(CCC1N1C(C2=CC=C(C=C2C1=O)N1CCN(CC1)CCC1CCN(CC1)C1=CC=C(OC=2C3=C(SC2C2=CC=C(C=C2)B(O)O)C=C(C=C3)O)C=C1)=O)=O (4-(3-(4-(4-(2-(4-(2-(2,6-dioxopiperidin-3-yl)-1,3-dioxoisoindolin-5-yl)piperazin-1-yl)ethyl)piperidin-1-yl)phenoxy)-6-hydroxybenzo[b]thiophen-2-yl)phenyl)boronic acid